1-(5-amino-3-(5-methylpyridazin-4-yl)-1H-1,2,4-triazol-1-yl)-5-bromopentan-1-one NC1=NC(=NN1C(CCCCBr)=O)C1=CN=NC=C1C